5-(4-Nitro-2,6-dichlorophenoxy)-2-carbonylpyridine [N+](=O)([O-])C1=CC(=C(OC=2C=CC(NC2)=C=O)C(=C1)Cl)Cl